C1(=CC(=CC=C1)C[C@@H]1N(CC[C@@H]1NS(=O)(=O)C)C(=O)OCC(C)C)C1=CC=CC=C1 isobutyl cis-2-(biphenyl-3-ylmethyl)-3-((methylsulfonyl)amino)pyrrolidine-1-carboxylate